N1=CC(=CC=2CCC3(CC12)CCC3)N 6',8'-dihydro-5'H-spiro[cyclobutane-1,7'-quinolin]-3'-amine